sodium (VI) sulfate S(=O)(=O)([O-])[O-].[Na+6].S(=O)(=O)([O-])[O-].S(=O)(=O)([O-])[O-]